CC1=C(C(NC(=C1)C)=O)CNC(C1=C(C(=CC(=C1)C#CCN1CCOCC1)N(C1CCC(CC1)N(C)CCOC)CC)C)=O N-[(4,6-dimethyl-2-oxo-1H-pyridin-3-yl)methyl]-3-[ethyl-[4-[2-methoxyethyl(methyl)amino]cyclohexyl]amino]-2-methyl-5-(3-morpholin-4-ylprop-1-ynyl)benzamide